C(C1=CC=CC=C1)OC=1C=C(C(=NC1SC1=C(C(=CC=C1)Cl)Cl)Br)N1CCC2(CCCC2=NC(OC(C)(C)C)=O)CC1 (R)-tert-butyl (8-(5-(benzyloxy)-2-bromo-6-((2,3-dichlorophenyl)thio)pyridin-3-yl)-8-azaspiro[4.5]decan-1-yl-yl)carbamate